ClC1=C(CNC(=O)[C@H]2C=3C=CC=NC3[C@H](CC2)O)C=CC(=C1)Cl (5r,8s)-N-(2,4-dichlorobenzyl)-8-hydroxy-5,6,7,8-tetrahydroquinoline-5-carboxamide